C(C)(=O)N1\C(\C(C2=CC=CC=C12)=O)=C/C1=NC2=CC=C(C=C2C(=C1)C1=CC=C(C(=O)OC(C)(C)C)C=C1)C(=O)N1CCOCC1 tert-butyl (Z)-4-(2-((1-acetyl-3-oxoindolin-2-ylidene)methyl)-6-(morpholine-4-carbonyl)quinolin-4-yl)benzoate